N1(CCCC1)CC(=O)NC=1N=CC2=CC=C(C=C2C1)C=1C=NNC1C(F)(F)F 2-(pyrrolidin-1-yl)-N-(6-(5-(trifluoromethyl)-1H-pyrazol-4-yl)isoquinolin-3-yl)acetamide